2'-O-methyladenosine-3'-phosphorothioate P(O)(O)(=S)O[C@H]1[C@H]([C@@H](O[C@@H]1CO)N1C=NC=2C(N)=NC=NC12)OC